CC=1C=C2C=NN(C2=CC1[N+](=O)[O-])CC1CN(C1)C(=O)OC(C)(C)C tert-butyl 3-[(5-methyl-6-nitro-1H-indazol-1-yl)methyl]azetidine-1-carboxylate